CN1CCC(CC1)OC=1C=C(C=CC1)NC(OC1=CC=CC=C1)=O phenyl N-[3-[(1-methyl-4-piperidyl)oxy]phenyl]carbamate